NC=1C(=C(C(=O)NC2=C(C=C(C=C2)C(C(F)(F)F)(C(F)(F)F)F)C(F)(F)F)C=CC1)F 3-amino-N-[2-trifluoromethyl-4-(1,1,1,2,3,3,3-heptafluoropropan-2-yl)-phenyl]-2-fluorobenzamide